dimethyl 5-methylpyridine-2,3-dicarboxylate CC=1C=C(C(=NC1)C(=O)OC)C(=O)OC